[BROMO-TRIPYRROLIDINO-PHOSPHONIUM] hexafluorophosphate F[P-](F)(F)(F)(F)F.Br[P+](N1CCCC1)(N1CCCC1)N1CCCC1